N-(2-(2-(dimethylamino)ethyl)-6-(thiophene-3-yl)-2H-indazol-5-yl)isophthalamide CN(CCN1N=C2C=C(C(=CC2=C1)NC(C1=CC(C(=O)N)=CC=C1)=O)C1=CSC=C1)C